BrC1=NC(=C(C=2N=C(N=C(C21)N2[C@@H]([C@@]1(CC[C@](C2)(N1C(=O)OC(C)(C)C)F)F)C=C)SCC)F)Cl tert-butyl (1R,2R,5S)-3-(5-bromo-7-chloro-2-(ethylthio)-8-fluoropyrido[4,3-d]pyrimidin-4-yl)-1,5-difluoro-2-vinyl-3,8-diazabicyclo[3.2.1]octane-8-carboxylate